2,4-Bis{N-[1-(2-Hydroxy-2-Methylpropoxy)-2,2,6,6-Tetramethylpiperidin-4-yl]-N-Butylamino}-6-(2-Hydroxyethylamino)-S-Triazin OC(CON1C(CC(CC1(C)C)N(CCCC)C1=NC(=NC(=N1)N(C1CC(N(C(C1)(C)C)OCC(C)(O)C)(C)C)CCCC)NCCO)(C)C)(C)C